1-(4,4-difluorocyclohexyl)-3-[[2-(difluorometh-oxy)pyridin-4-yl]methyl]urea FC1(CCC(CC1)NC(=O)NCC1=CC(=NC=C1)OC(F)F)F